C(C)NC(=O)N1CC2(CCN3N=C(C=C32)C=3C=NC2=CC=CC=C2C3)C1 N-ethyl-2'-(quinolin-3-yl)-5',6'-dihydrospiro[azetidine-3,4'-pyrrolo[1,2-b]pyrazole]-1-carboxamide